NC=1C(N(C=CC1)[C@H](C(=O)N[C@H](C(C(=O)NCC1=CC=CC=C1)=O)C[C@H]1C(NCC1)=O)CC1CC1)=O (S)-3-((S)-2-(3-amino-2-oxopyridin-1(2H)-yl)-3-cyclopropylpropanamido)-N-benzyl-2-oxo-4-((S)-2-oxopyrrolidin-3-yl)butanamid